COC(=O)C=1C=C2C(C=C(OC2=C(C1)C=C)N1C[C@H](OCC1)CO)=O (S)-2-(2-(hydroxymethyl)morpholino)-4-oxo-8-vinyl-4H-chromen-6-carboxylic acid methyl ester